FC(C=1C=C2C(=NC=NC2=CC1)N1CC(CCC1)CNS(=O)(=O)C1=CC=CC=C1)(F)F N-((1-(6-(TRIFLUOROMETHYL)QUINAZOLIN-4-YL)PIPERIDIN-3-YL)METHYL)BENZENESULFONAMIDE